1,4,7-triazacyclononane-triacetic acid CC(=O)O.CC(=O)O.CC(=O)O.C1CNCCNCCN1